(S)-1-(((6-(2-chloro-3-(3-chloro-2-(4-((((S)-2-hydroxypropyl)amino)methyl)-3-methoxyphenyl)pyridin-4-yl)phenyl)-2-methoxypyridin-3-yl)methyl)amino)propan-2-ol ClC1=C(C=CC=C1C1=C(C(=NC=C1)C1=CC(=C(C=C1)CNC[C@H](C)O)OC)Cl)C1=CC=C(C(=N1)OC)CNC[C@H](C)O